C[C@@]12C(CC[C@H]1[C@@H]1CCC=3C=CC=CC3[C@H]1CC2)=O ESTRA-1,3,5(10)-TRIEN-17-ON